CC=1C=CC(=NC1)[C@@H]1[C@H](C1)CO ((1S,2S)-2-(5-METHYLPYRIDIN-2-YL)CYCLOPROPYL)-METHANOL